C(C)(C)NC1=NC(=NC(=N1)NC1=CC(=NC=C1)C)C1=CC=CC=C1 N2-isopropyl-N4-(2-methylpyridin-4-yl)-6-phenyl-1,3,5-triazine-2,4-diamine